BrC=1C=C2C=C(C(=NC2=CC1)OC)C(C(CCN(C)C)(O)C1=CC=CC2=CC=CC=C12)C1=CC=CC=C1 1-(6-bromo-2-methoxyquinolin-3-yl)-4-(dimethylamino)-2-(1-naphthyl)-1-phenylbutan-2-ol